2-(6-(((1S,2S,3R,5R)-2-fluoro-8-azabicyclo[3.2.1]octan-3-yl)(methyl)amino)pyridazin-3-yl)-5-((1-methyl-1H-imidazol-2-yl)oxy)phenol F[C@H]1[C@@H]2CC[C@H](C[C@H]1N(C1=CC=C(N=N1)C1=C(C=C(C=C1)OC=1N(C=CN1)C)O)C)N2